ethyl 3-(2-bromophenyl)-2,3-dibromopropionate BrC1=C(C=CC=C1)C(C(C(=O)OCC)Br)Br